C1(=CC=CC=C1)CCCCC(=O)[O-].[Na+] sodium 5-phenylvalerate